FC(C)(F)C1=NC(=CC(=N1)NC1=CC(=NC=C1OC[C@H]1OCCC1)NC(C)=O)C (S)-N-(4-((2-(1,1-difluoroethyl)-6-methylpyrimidin-4-yl)amino)-5-((tetrahydrofuran-2-yl)methoxy)pyridin-2-yl)acetamide